BrC=1C=C(C=CC1OC1=C(C=C(C=C1C)I)C)C(C)=O 1-(3-bromo-4-(4-iodo-2,6-dimethylphenoxy)phenyl)ethan-1-one